4-(3-phenyl-3,4-dihydropyrazole-2-carbonyl)piperidine-1-carboxylic acid tert-butyl ester C(C)(C)(C)OC(=O)N1CCC(CC1)C(=O)N1N=CCC1C1=CC=CC=C1